C1(CCCCC1)CCCCOC=1C=C2C(N(C(C2=CC1NS(=O)(=O)C)=O)CC(=O)O)=O 5-(4-cyclohexylbutoxy)-6-methylsulfonylamino-N-carboxymethyl-isoindoline-1,3-dione